C(C)NCCC1=CNC2=CC=CC=C12 N-Ethyltryptamin